CC1=NN=C(C2=CC(=CC=C12)C)N[C@H](C)C=1SC(=CC1)C1=C(C=CC=C1)CNC (R)-4,7-dimethyl-N-(1-(5-(2-((methylamino)methyl)phenyl)thiophen-2-yl)ethyl)phthalazin-1-amine